N1(CCCCC1)S(=O)(=O)C1=CC=C(C=C1)N1C=CC=2C=NC=CC21 N-[4-(piperidine-1-sulfonyl)phenyl]-1H-pyrrolo[3,2-c]pyridine